6-fluoro-4-((1,4-oxazepan-4-yl)methyl)-benzo[cd]indol-2(1H)-one FC=1C=2C3=C(C(NC3=CC1)=O)C=C(C2)CN2CCOCCC2